C(C)(C)(C)OC(=O)N1CC2=C(C=C(C=C2CC1)OCCOC)Br 8-bromo-6-(2-methoxyethoxy)-3,4-dihydroisoquinoline-2(1H)-carboxylic acid tert-butyl ester